C1(=CC(=CC=C1)C1=CC=CC2=C(C3=CC=CC=C3C(=C12)N)N)C (m-tolyl)anthracene-9,10-diamine